CC=1OCC(C1C(=O)OCC)=O ethyl 2-methyl-4-oxo-4,5-dihydrofuran-3-carboxylate